C(CCC)C1N(S(C2=C(N(C1)C1=CC=C(C=C1)F)C=C(C(=C2)O\C=C(\C(=O)OCC)/F)SCC)(=O)=O)C ethyl (Z)-3-((3-butyl-7-(ethylthio)-5-(4-fluorophenyl)-2-methyl-1,1-dioxido-2,3,4,5-tetrahydro-1,2,5-benzothiadiazepin-8-yl)oxy)-2-fluoroacrylate